2-amino-3-({6-[(3β,8ξ,9ξ,14ξ,17ξ,20ξ)-cholest-5-en-3-yloxy]hexyl}oxy)-2-{[(9Z)-octadec-9-en-1-yloxy]methyl}propan-1-ol NC(CO)(COCCCCCCO[C@@H]1CC2=CCC3C4CCC(C(CCCC(C)C)C)[C@]4(CCC3[C@]2(CC1)C)C)COCCCCCCCC\C=C/CCCCCCCC